5-bromo-4-(phenylcarbamoyl)-3,4-dihydronaphthalene-2,2(1H)-dicarboxylic acid diethyl ester C(C)OC(=O)C1(CC2=CC=CC(=C2C(C1)C(NC1=CC=CC=C1)=O)Br)C(=O)OCC